FC(C(C(C(F)(F)F)(F)F)(F)F)(S(=O)(=O)N(C(C1=CC(=CC(=C1)C(F)(F)F)C(F)(F)F)=O)[Cu]N(C(C1=CC(=CC(=C1)C(F)(F)F)C(F)(F)F)=O)S(=O)(=O)C(C(C(C(F)(F)F)(F)F)(F)F)(F)F)F bis(N-((perfluorobutyl)sulfonyl)-3,5-bis(trifluoromethyl)benzamido)copper